ClC1=C(C=CC(=C1)F)C1=C(C=C(C(=C1)Cl)C(=O)NC1=CC=2N(N=C1)C=C(N2)C)F 2',5-dichloro-2,4'-difluoro-N-(2-methylimidazo[1,2-b]pyridazin-7-yl)-[1,1'-biphenyl]-4-carboxamide